3-(4-chloro-3-fluorophenyl)-1-((6-methoxypyridin-2-yl)methyl)-1H-pyrrolo[2,3-b]pyridine-6-carbonitrile ClC1=C(C=C(C=C1)C1=CN(C2=NC(=CC=C21)C#N)CC2=NC(=CC=C2)OC)F